rac-tert-butyl 3-(2-chloroacetyl)-2-azaspiro[4.4]nonane-2-carboxylate ClCC(=O)[C@@H]1N(CC2(C1)CCCC2)C(=O)OC(C)(C)C |r|